(1R,3R,4R)-N-((R)-1-cyano-2-((S)-2-oxopyrrolidin-3-yl)ethyl)-5,5-difluoro-2-(2-methyl-1H-indole-7-carbonyl)-2-azabicyclo[2.2.2]octane-3-carboxamide C(#N)[C@@H](C[C@H]1C(NCC1)=O)NC(=O)[C@@H]1N([C@H]2CC([C@@H]1CC2)(F)F)C(=O)C=2C=CC=C1C=C(NC21)C